(R)-benzyl (1-cyano-2-methoxyethyl)carbamate C(#N)[C@H](COC)NC(OCC1=CC=CC=C1)=O